CN(C(=O)N)C(C)C1=CNC(C2=CC=CC=C12)=O 1-methyl-1-(1-(1-oxo-1,2-dihydroisoquinolin-4-yl)ethyl)urea